1-(isoxazol-5-ylmethyl)-1H-benzo[d]imidazole-6-carboxylic acid tert-butyl ester C(C)(C)(C)OC(=O)C=1C=CC2=C(N(C=N2)CC2=CC=NO2)C1